CN[C@H]1C[C@H](N(CC1)C(=O)N1CC2(CCCC2)CCC1)C1=CC=CC=C1 7-((2S,4R)-4-(Methylamino)-2-phenylpiperidine-1-carbonyl)-7-azaspiro[4.5]decan